(+/-)-N-{[5-(4-{[(3R,4S)-3-fluoro-1-methylpiperidin-4-yl]amino}-1-(2,2,2-trifluoroethyl)-1H-indol-2-yl)-1,3,4-thiadiazol-2-yl]methyl}cyclobutanecarboxamide F[C@@H]1CN(CC[C@@H]1NC1=C2C=C(N(C2=CC=C1)CC(F)(F)F)C1=NN=C(S1)CNC(=O)C1CCC1)C |r|